2-(4-hydroxy-3-methoxyphenyl)-N-methoxy-N-methylacetamide OC1=C(C=C(C=C1)CC(=O)N(C)OC)OC